C([C@H]([C@H]([C@@H]([C@H](C=O)O)O)O)O)O.O D(+)-Glucose Monohydrate